2-octadecenyl-succinic acid copper [Cu].C(=CCCCCCCCCCCCCCCCC)C(C(=O)O)CC(=O)O